C(C)(C)(C)OC(=O)N1C=CC2=CC=C(C=C12)CN.C1(C=CC(N1CCCC(=O)ON1C(CCC1=O)=O)=O)=O N-gamma-maleimidobutyryl-oxysuccinimide tert-butyl-6-(aminomethyl)-1H-indole-1-carboxylate